CN1N=C(C(=C1)C=1C=CCN(C1)CCC)OCC1=CC=C(C=C1)C1=NC2=CC=CC=C2C=C1C 5-(1-methyl-3-{[4-(3-methylquinolin-2-yl)benzyl]oxy}-1H-pyrazol-4-yl)-1-propylpyridine